F[C@@H]1C[C@H](N(C1)C(C(C)N1N=CC(=C1)C)=O)C(=O)N[C@H](C1=CC=C(C=C1)C(C)C)C1=CC=CC=C1 (2S,4R)-4-fluoro-1-[2-(4-methyl-1H-pyrazol-1-yl)propanoyl]-N-[(S)-phenyl[4-(propan-2-yl)phenyl]methyl]pyrrolidine-2-carboxamide